FC=1C=C(C(=NC1)OC)[C@@H](CC)N (R)-1-(5-fluoro-2-methoxypyridin-3-yl)propan-1-amine